{2-Amino-4-[(3-trifluoromethylphenylamino)methyl]phenyl}carbamic acid ethyl ester C(C)OC(NC1=C(C=C(C=C1)CNC1=CC(=CC=C1)C(F)(F)F)N)=O